F.[F-].C1CCC[N+]12CCCCC2 5-azaspiro[4.5]decan-5-ium fluoride hydrofluoride